FC(C(=O)O)(F)F.C12N(CC(NC1)C2)C2=CC=C(C(=O)N1CCC(CC1)(O)CN1C=NC3=C(C1=O)C=NN3C3=CC=C(C=C3)F)C=C2 5-{[1-(4-{2,5-diazabicyclo[2.2.1]heptan-2-yl}benzoyl)-4-hydroxypiperidin-4-yl]methyl}-1-(4-fluorophenyl)-1H,4H,5H-pyrazolo[3,4-d]pyrimidin-4-one trifluoroacetic acid salt